C(C)(C)(C)OOC(C)(C)C di-tertButylperoxid